Ethyl-6-{1-[(5-fluoropyridin-2-yl)carbamoyl]cyclobutyl}-3,4-dihydrochinolin-1(2H)-carboxylat C(C)OC(=O)N1CCCC2=CC(=CC=C12)C1(CCC1)C(NC1=NC=C(C=C1)F)=O